C(C)C1=C(C(=CC=C1)CC)N1C(=NC(C(=C1O)CC1=CC(=C(C=C1)C1=C(C=NC=C1)C)F)=O)C=1SC=C(N1)C 1-(2,6-diethylphenyl)-5-{[3-fluoro-4-(3-methylpyridin-4-yl)phenyl]methyl}-6-hydroxy-2-(4-methyl-1,3-thiazol-2-yl)-1,4-dihydropyrimidin-4-one